3-(4-(2',6'-Dimethoxy-[1,1-biphenyl]-4-yl)-1H-1,2,3-triazol-1-yl)benzoic acid COC1=C(C(=CC=C1)OC)C1=CC=C(C=C1)C=1N=NN(C1)C=1C=C(C(=O)O)C=CC1